OC(CC(=O)C1=CC=CC=C1)C(C(CC(=O)C1=CC=CC=C1)O)OC 3,5-dihydroxyl-4-methoxy-1,7-diphenyl-heptane-1,7-dione